6-(4-((2S,6R)-4-acryloyl-6-((3,3-difluoroazetidin-yl)methyl)morpholin-2-yl)-6-chloropyridin-2-yl)-N-methylpyrimidine-4-carboxamide C(C=C)(=O)N1C[C@@H](O[C@@H](C1)CN1CC(C1)(F)F)C1=CC(=NC(=C1)Cl)C1=CC(=NC=N1)C(=O)NC